(3-phenylazetidin-3-yl)methanol C1(=CC=CC=C1)C1(CNC1)CO